C(C1=CC=CC=C1)(=O)O[C@@H]1C23[C@@H](N(C1=O)C1=C(C=CC=C1)C)OC([C@]21[C@H](C[C@@]3(O)C(C)(C)C)OC(C1)=O)=O (3aS,5aS,8R,9R,10aS)-9-(tert-butyl)-9-hydroxy-2,4,7-trioxo-6-(toluyl)octahydro-4H,9H-furo[3'',2'':2',3']cyclopenta[1',2':3,4]furo[2,3-b]pyrrol-8-yl benzoate